ClC1=C(C=CC(=C1)F)C=1C(=NN(C1NC1=C(C=CC=C1F)F)C)C 4-(2-chloro-4-fluorophenyl)-N-(2,6-difluorophenyl)-1,3-di-methyl-1H-pyrazol-5-amine